FC(C1=C(C=NC(=C1)N[C@H](C(F)(F)F)C)C1=CN=C(S1)C(=O)O)(F)F 5-(4-(trifluoromethyl)-6-(((1S)-2,2,2-trifluoro-1-methylethyl)amino)-3-pyridinyl)thiazole-2-carboxylic acid